N-((4-(1-(difluoromethyl)-1H-pyrazol-3-yl)-6-(4-fluorophenyl)pyridin-2-yl)methyl)acrylamide FC(N1N=C(C=C1)C1=CC(=NC(=C1)C1=CC=C(C=C1)F)CNC(C=C)=O)F